O=C1NC(CCC1N1C(C2=CC=CC(=C2C1=O)OCC(=O)NCCCCCCCNC(OCC1=CC=CC=C1)=O)=O)=O benzyl (7-(2-((2-(2,6-dioxopiperidin-3-yl)-1,3-dioxoisoindolin-4-yl)oxy)acetamido)heptyl)carbamate